3-amino-N-((6-(dimethylamino)pyridin-2-yl)methyl)-5-(4-fluorophenyl)-6-(1-methyl-6-oxo-1,6-dihydropyridin-3-yl)pyrazine-2-carboxamide NC=1C(=NC(=C(N1)C1=CC=C(C=C1)F)C1=CN(C(C=C1)=O)C)C(=O)NCC1=NC(=CC=C1)N(C)C